N-(5-cyclopropyl-1,3,4-oxadiazol-2-yl)-1-ethyl-1H-pyrazole-3-carboxamide C1(CC1)C1=NN=C(O1)NC(=O)C1=NN(C=C1)CC